C1OCC12CCN(CC2)C2=CC1=C(C=C(S1)C(=O)O)C=C2 6-(2-oxa-7-azaspiro[3.5]nonan-7-yl)-1-benzothiophene-2-carboxylic acid